N1C(=CC2=NC=CC=C21)C#N 1H-Pyrrolo[3,2-b]pyridine-2-carbonitrile